N-[(3R,4S)-4-fluoro-3-piperidyl]-2-[3-(2-methoxy-4-methylsulfonyl-anilino)prop-1-ynyl]-1-(2,2,2-trifluoroethyl)indol-4-amine F[C@@H]1[C@@H](CNCC1)NC=1C=2C=C(N(C2C=CC1)CC(F)(F)F)C#CCNC1=C(C=C(C=C1)S(=O)(=O)C)OC